5-[[4-(benzylamino)-3-nitrophenyl] sulfonylamino]benzene-1,3-dicarboxylate C(C1=CC=CC=C1)NC1=C(C=C(C=C1)S(=O)(=O)NC=1C=C(C=C(C1)C(=O)[O-])C(=O)[O-])[N+](=O)[O-]